CC1=NC=C(C(=N1)N)C[NH3+] The molecule is the ammonium ion formed from 4-amino-5-aminomethyl-2-methylpyrimidine by protonation of the primary amino group; principle microspecies at pH 7.3. It is a conjugate acid of a 4-amino-5-aminomethyl-2-methylpyrimidine.